N1=CC=C(C=C1)NC1=NC(=NC(=N1)N)N (pyridin-4-yl)-1,3,5-triazine-2,4,6-triamine